(S,E)-Methyl-7-(1-(2-(2-adamantylamino)-2-oxoethyl)-2-oxo-1,2-dihydropyridin-3-ylamino)-6-(4-methyl-2-(trifluoromethyl)thiazol-5-carboxamido)-7-oxohept-2-enoat COC(\C=C\CC[C@@H](C(=O)NC=1C(N(C=CC1)CC(=O)NC1C2CC3CC(CC1C3)C2)=O)NC(=O)C2=C(N=C(S2)C(F)(F)F)C)=O